N-(4-(((4aR,10bR)-4-propyl-3,4,4a,10b-tetrahydro-2H,5H-chromeno[4,3-b][1,4]oxazin-9-yl)oxy)butyl)benzofuran-2-carboxamide C(CC)N1[C@H]2[C@H](OCC1)C=1C=C(C=CC1OC2)OCCCCNC(=O)C=2OC1=C(C2)C=CC=C1